CCCCC=C[Si](OCC)(OCC)OCC HEXENYLTRIETHOXYSILANE